acrylic acid (dicyclopentenyl acrylate) C1(=CCCC1)C(=CC(=O)O)C1=CCCC1.C(C=C)(=O)O